3-((5-bromo-2-chloropyrimidin-4-yl)(4-(1-isopropyl-4-(trifluoromethyl)-1H-imidazol-2-yl)benzyl)amino)cyclobutan-1-one BrC=1C(=NC(=NC1)Cl)N(C1CC(C1)=O)CC1=CC=C(C=C1)C=1N(C=C(N1)C(F)(F)F)C(C)C